(hexaphenyl)-1,3,5-benzenetriamine C1(=CC=CC=C1)N(C=1C=C(C=C(C1)N(C1=CC=CC=C1)C1=CC=CC=C1)N(C1=CC=CC=C1)C1=CC=CC=C1)C1=CC=CC=C1